C(C)(C)(C)OC(=O)N1C[C@@H](CC1)[C@H](C(=O)OC(C)(C)C)CC1=CC(=CC=C1)OCCN.ClC1=CC=CC2=C(C3=CC=CC=C3C(=C12)OC(=O)CC(C)C)OC(=O)CC(C)C 1-chloro-9,10-bis(isobutylcarbonyloxy)anthracene tert-butyl-(S)-3-((R)-3-(3-(2-aminoethoxy)phenyl)-1-(tert-butoxy)-1-oxopropane-2-yl)pyrrolidine-1-carboxylate